N(=[N+]=[N-])[C@@H]1CC[C@@H](N(C1)C(=O)OC(C)(C)C)C tert-butyl (2S,5R)-5-azido-2-methylpiperidine-1-carboxylate